ClC=1C=CC2=C(SC=C(N2)C)C1 7-chloro-3-methyl-4H-benzo[b][1,4]thiazine